C(C)(C)C1=C(C(=CC=C1)C(C)C)NC(=O)NS(=O)(=O)/C=C/[C@@]1(N(CCC1)C(=O)OC(C)(C)C)C tert-butyl (R,E)-2-(2-(N-((2,6-diisopropylphenyl)carbamoyl) sulfamoyl) vinyl)-2-methylpyrrolidine-1-carboxylate